CC1=NSC(=N1)C(=O)Cl 3-methyl-1,2,4-thiadiazole-5-carbonyl chloride